4'-methyl-[1,1'-biphenyl] CC1=CC=C(C=C1)C1=CC=CC=C1